5-[1-[(1R)-1-[4-[5-(difluoromethyl)-1,3,4-oxadiazol-2-yl]phenyl]-2-pyrrolidin-1-ylethyl]triazol-4-yl]pyridin-2-amine FC(C1=NN=C(O1)C1=CC=C(C=C1)[C@H](CN1CCCC1)N1N=NC(=C1)C=1C=CC(=NC1)N)F